(R)-N-methyl-N-((1-methylazepan-2-yl)sulfonyl)glycine methyl-4-[(1S)-1-[[(3R)-4-[[3-(4-carbamoylphenyl)-4-methoxy-phenyl]methyl]morpholine-3-carbonyl]amino]ethyl]benzoate CC1=C(C(=O)O)C=CC(=C1)[C@H](C)NC(=O)[C@@H]1N(CCOC1)CC1=CC(=C(C=C1)OC)C1=CC=C(C=C1)C(N)=O.CN(CC(=O)O)S(=O)(=O)[C@H]1N(CCCCC1)C